2-(3-(4-((1H-Pyrazol-3-yl)amino)-6-(trifluoromethoxy)quinazolin-2-yl)phenoxy)-N-(tert-butyl)acetamide Bis-Trifluoroacetic Acid Salt FC(C(=O)O)(F)F.FC(C(=O)O)(F)F.N1N=C(C=C1)NC1=NC(=NC2=CC=C(C=C12)OC(F)(F)F)C=1C=C(OCC(=O)NC(C)(C)C)C=CC1